9-chloro-7-(6-fluoro-1-benzofuran-3-yl)-4-{[2-(1H-1,2,3,4-tetrazol-5-yl)pyrimidin-5-yl]methyl}-3,5-dihydro-2H-1,4-benzoxazepine ClC1=CC(=CC=2CN(CCOC21)CC=2C=NC(=NC2)C2=NN=NN2)C2=COC1=C2C=CC(=C1)F